5-octylbicyclo[2.2.1]Hept-2-ene C(CCCCCCC)C1C2C=CC(C1)C2